3,4-dihydro-2H-oxepino[2,3-e]indazol-5(8H)-one O1CCCC(C=2C1=C1C=NNC1=CC2)=O